((2-(1,1-difluoroethyl)phenyl)amino)-3-((6-methoxy-2-methyl-1,2,3,4-tetrahydroisoquinolin-7-yl)amino)-1,2,4-triazine-6-carboxamide FC(C)(F)C1=C(C=CC=C1)NC=1N=C(N=NC1C(=O)N)NC1=C(C=C2CCN(CC2=C1)C)OC